C1N[C@@H](CC2=CC=CC=C12)C(=O)O (3S)-1,2,3,4-tetrahydroisoquinoline-3-carboxylic acid